C(C1=CC=CC=C1)OC(=O)N[C@H](C(=O)OC)CC1=CC=C2C=CC=NC2=C1 methyl (2S)-2-{[(benzyloxy)carbonyl]amino}-3-(quinolin-7-yl)propanoate